4-((7-(4-(2-(2-aminopyridin-3-yl)-5-morpholino-3H-imidazo[4,5-b]pyridin-3-yl)benzyl)-7-azaspiro[3.5]nonan-2-yl)amino)-1,3,5-triazine-2-carbonitrile NC1=NC=CC=C1C1=NC=2C(=NC(=CC2)N2CCOCC2)N1C1=CC=C(CN2CCC3(CC(C3)NC3=NC(=NC=N3)C#N)CC2)C=C1